COC=1C=C(\C=C/2\C(=C(C3=CC(=C(C=C23)OC)OC)CC(=O)O)C)C=C(C1OCC1=CC=C(C=C1)OC)OC (Z)-2-(1-(3,5-dimethoxy-4-((4-methoxybenzyl)oxy)benzylidene)-5,6-dimethoxy-2-methyl-1H-inden-3-yl)acetic acid